(s)-2-(4-methoxyphenyl)-5-(2-nitrophenyl)Azole-4-carboxylic acid ethyl ester C(C)OC(=O)C=1C=C(NC1C1=C(C=CC=C1)[N+](=O)[O-])C1=CC=C(C=C1)OC